1-(1,4-Diazepan-1-yl)ethanone N1(CCNCCC1)C(C)=O